1-(7Z,10Z,13Z,16Z-docosatetraenoyl)-2-(9Z-heptadecenoyl)-glycero-3-phosphoserine C(C=CC=C\C=C/C=CCCCCCCCCCCCCC)(=O)OCC(OC(C=CCCCCCCCCCCCCCC)=O)COP(=O)(O)OC[C@H](N)C(=O)O